ClC1=C(C(=CC=C1)Cl)N1C=2N(C3=C(C1=O)C=NC(=N3)NC3=CC=C1C(CN(CC1=C3)S(=O)(=O)CC)(C)C)C=CN2 6-(2,6-dichlorophenyl)-2-{[2-(ethylsulfonyl)-4,4-dimethyl-1,2,3,4-tetrahydroisoquinolin-7-yl]amino}imidazo[1,2-a]pyrimido[5,4-e]pyrimidin-5(6H)-one